P(OCCCCCCCCCCCCCOC(C=C)=O)([O-])([O-])=S acryloyloxytridecyl phosphorothioate